3-[4-(1H-pyrrolo[2,3-b]pyridin-4-yl)-1H-pyrazol-1-yl]cyclohexanone N1C=CC=2C1=NC=CC2C=2C=NN(C2)C2CC(CCC2)=O